C1(C=CC(N1CCCC(=O)C1C(=O)NC(C1)=O)=O)=O (gamma-maleimidobutyryl)succinimide